N-(4-amino-5-cyano-6-ethoxypyridin-2-yl)-2-(2,5-dimethoxyphenyl)acetamide NC1=CC(=NC(=C1C#N)OCC)NC(CC1=C(C=CC(=C1)OC)OC)=O